FC1=CC(=C(C=C1)C=1N=C(SC1)N)OC(C(F)(F)F)C 4-(4-fluoro-2-((1,1,1-trifluoropropan-2-yl)oxy)phenyl)thiazol-2-amine